2-([1,2,4]triazolo[1,5-a]pyridin-6-yl)acetic acid N=1C=NN2C1C=CC(=C2)CC(=O)O